C(C1=CC=CC=C1)NC=1C(C(C1NCC1=C(C=C(C=C1)C1=NOC(=N1)C(F)(F)F)F)=O)=O 3-(benzylamino)-4-((2-fluoro-4-(5-(trifluoromethyl)-1,2,4-oxadiazol-3-yl)benzyl)amino)cyclobut-3-ene-1,2-dione